O[C@@H]1CN(CC[C@@]12NCC1=CC=CC=C1C2)C(=O)C=2C(=NC(=CC2)C)N2N=CC=N2 ((3R,3'R)-3'-hydroxy-1,4-dihydro-2H-spiro[isoquinoline-3,4'-piperidin]-1'-yl)(6-methyl-2-(2H-1,2,3-triazol-2-yl)pyridin-3-yl)methanone